FC1=C(C(=CC2=C1N=CS2)F)NC2=C1C(=NC=C2)SC(=C1)[C@H]1CCN(C12CCOCC2)C (S)-4,6-difluoro-N-(2-(1-methyl-8-oxa-1-azaspiro[4.5]decan-4-yl)thieno[2,3-b]pyridin-4-yl)benzo[d]thiazol-5-amine